1'-(4-((2,6-dioxopiperidin-3-yl)amino)-2-fluorophenyl)-4-hydroxy-[1,4'-bipiperidine]-4-carboxylic acid O=C1NC(CCC1NC1=CC(=C(C=C1)N1CCC(CC1)N1CCC(CC1)(C(=O)O)O)F)=O